C(C1=CC=CC=C1)OC=1C=CC(=NC1C1OCCO1)C(=O)OC methyl 5-(benzyloxy)-6-(1,3-dioxolan-2-yl)picolinate